BrC1=CC=C(O[C@H]2[C@@H](COC2)NC(OC(C)(C)C)=O)C=C1 tert-butyl ((trans)-4-(4-bromophenoxy)tetrahydrofuran-3-yl)carbamate